4-(azidomethyl)-5-bromo-1-ethyl-1H-pyrazole N(=[N+]=[N-])CC=1C=NN(C1Br)CC